Fluorolead F[Pb]